C1(CCCCC1)N=C=NC1CCCCC1 N',N-dicyclohexylcarbodiimide